C1(CC1)CN(C1=CC=CC(=N1)S(=O)(=O)NC(=O)C=1C(=NC=CC1)N1C(CC(C1)C)(C)C)CCC N-[[6-[cyclopropylmethyl(propyl)amino]-2-pyridyl]sulfonyl]-2-(2,2,4-trimethylpyrrolidin-1-yl)pyridine-3-carboxamide